OC(CNCC1=CC(=C2CN(C(C2=C1)=O)C=1C=C(C=CC1)C1=C(C=CC=C1)C1=NN=CN1C)C(F)(F)F)(C)C 6-(((2-Hydroxy-2-methylpropyl)amino)methyl)-2-(2'-(4-methyl-4H-1,2,4-triazol-3-yl)-[1,1'-biphenyl]-3-yl)-4-(trifluoromethyl)isoindolin-1-one